C[C@@H]1[C@H]([C@@H]2C(=O)C(=C[C@]1(C2=O)OC)CC=C)C3=CC(=C(C=C3)O)OC The molecule is a neolignan with formula C20H22O5, originally isolated from Piper kadsura. It has a role as a platelet-activating factor receptor antagonist and a plant metabolite. It is a bridged compound, a carbobicyclic compound, a cyclic ketone, an enone, a neolignan and a member of guaiacols.